C(C)(C)(C)OCCCC(=O)O 4-(tert-butoxy)butanoic acid